Z-benzo[d]imidazole-5-carboxylate N1=CNC2=C1C=CC(=C2)C(=O)[O-]